C(=O)(OCC1C2=CC=CC=C2C2=CC=CC=C12)C=1C(=NOC1CN)C(=O)O Fmoc-5-(Aminomethyl)-1,2-oxazole-3-carboxylic acid